CC(=CCC1=C(C2=C(C=C1O)OC[C@@H]3[C@H]2OC4=C3C=CC(=C4)O)OC)C The molecule is a member of the class of pterocarpans that is (6aR,11aR)-pterocarpan substituted by hydroxy groups at positions 3 and 9, a methoxy group at position 1 and a prenyl group at position 2. It has been isolated from Glycyrrhiza uralensis. It has a role as a plant metabolite. It is a polyphenol, a member of pterocarpans and an aromatic ether. It derives from a (6aR,11aR)-pterocarpan.